tert-butyl (2-chloro-4-(6-morpholinopyrrolo[2,1-f][1,2,4]triazin-4-yl)benzyl)carbamate ClC1=C(CNC(OC(C)(C)C)=O)C=CC(=C1)C1=NC=NN2C1=CC(=C2)N2CCOCC2